FC=1C=C2C(CN(C2=CC1S(=O)(=O)C(C)C)C(CN1C[C@H](NCC1)C)=O)(C)C 1-[5-Fluoro-3,3-dimethyl-6-(propane-2-sulfonyl)-2,3-dihydro-indol-1-yl]-2-((R)-3-methyl-piperazin-1-yl)-ethanone